(2E)-6-bromopyridine-2-carbaldehyde oxime BrC1=CC=CC(=N1)C=NO